3-[5-bromo-3-(methoxymethoxy)-2-pyridinyl]-6-fluoro-pyridazine BrC=1C=C(C(=NC1)C=1N=NC(=CC1)F)OCOC